CC1(OC2=C(C1)C=C(C(=C2)OCC=2N=CN(C2)C)NC(=O)C=2C=NN1C2N=CC=C1)C N-(2,2-dimethyl-6-((1-methyl-1H-imidazol-4-yl)methoxy)-2,3-dihydrobenzo-furan-5-yl)pyrazolo[1,5-a]pyrimidine-3-carboxamide